C(C1=CC=CC=C1)OC=1C=C2CCNC(C2=CC1OC)\C=C\C1=CC2=C(OCCO2)C=C1C 6-(benzyloxy)-7-methoxy-1-[(E)-2-(7-methyl-2,3-dihydro-1,4-benzodioxin-6-yl)ethenyl]-1,2,3,4-tetrahydroisoquinoline